4-((9-(4,4-difluorocyclohexyl)-7-methyl-8-oxo-8,9-dihydro-7H-purin-2-yl)amino)-2-fluoro-5-methylbenzamide FC1(CCC(CC1)N1C2=NC(=NC=C2N(C1=O)C)NC1=CC(=C(C(=O)N)C=C1C)F)F